(3-((trifluoromethoxy)methyl)benzyl)carbamic acid tert-butyl ester C(C)(C)(C)OC(NCC1=CC(=CC=C1)COC(F)(F)F)=O